ClC=1C=CC(=NC1)C1=CN=C(O1)NC=1C=CC(=NC1)C(=NO)N 5-((5-(5-chloropyridin-2-yl)oxazol-2-yl)amino)-N'-hydroxypyridinecarboxamidine